Propylenglycol n-Propyl ether C(CC)OCC(C)O